CN1C=2C=CC(=NC2C(=CC1=O)N(C1=CC=C(C=C1)C)C)C#N 5-methyl-8-(methyl(p-tolyl)amino)-6-oxo-5,6-dihydro-1,5-naphthyridine-2-carbonitrile